C1(NC(C2=CC=CC=C12)=O)=O 2H-isoindoldione